[Ru](O)(O)O.[Fe].[Ni] nickel iron ruthenium hydroxide